(3,3-dimethyl-2-oxo-1-(pyridin-4-yl)indolin-4-yl)-N-(4-fluorophenyl)-2-(trifluoromethyl)benzamide CC1(C(N(C2=CC=CC(=C12)C=1C(=C(C(=O)NC2=CC=C(C=C2)F)C=CC1)C(F)(F)F)C1=CC=NC=C1)=O)C